(2R)-1-cyclopropyl-2-(5-methyl-1,2,4-Oxadiazol-3-yl)propan-2-amine hydrochloride Cl.C1(CC1)C[C@@](C)(N)C1=NOC(=N1)C